C(C(C)C)NNC(=O)C1=COC2=C1C=CC=C2 N-isobutylaminobenzofuran-3-carboxamide